BrC=1C=NC(=NC1)C(CC#N)(C(F)F)O 3-(5-bromopyrimidin-2-yl)-4,4-difluoro-3-hydroxybutyronitrile